FC(C(=O)O)(F)F.C(C)OC(=O)C=1C=NN(C1C(F)(F)F)C1CN(CCC1)C1=C(C=CC(=C1)Cl)C1=CC=C(C=C1)N1CCNCC1 1-{1-[4-chloro-4'-(piperazin-1-yl)[1,1'-biphenyl]-2-yl]piperidin-3-yl}-5-(trifluoromethyl)-1H-pyrazole-4-carboxylic acid ethyl ester trifluoroacetate